ClC=1C(=NC(=NC1)NC=1C(=CC(=C(C1)NC(C=C)=O)N1C[C@@H](CC1)N(C)C)OC)C=1C=NN2C1C=CC=C2 N-{5-[(5-Chloro-4-pyrazolo[1,5-a]pyridin-3-ylpyrimidin-2-yl)amino]-2-[(3R)-3-dimethylaminopyrrolidin-1-yl]-4-methoxyphenyl}prop-2-enamide